CC=1N(C=CC1)[C@H](C)C1CCC(CC1)=O (R)-2-methyl-1-(1-(4-oxocyclohexyl)ethyl)-1H-pyrrole